methyl N-[4-[6-[(3-ethylphenyl)-methyl-carbamoyl]imidazo[1,2-a]pyridin-3-yl]phenyl]carbamate C(C)C=1C=C(C=CC1)N(C(=O)C=1C=CC=2N(C1)C(=CN2)C2=CC=C(C=C2)NC(OC)=O)C